Cl.Cl.N[C@H](CC1=C(C2=NC(=CC(=C2S1)NCC=1SC=CC1)Cl)Cl)CC 2-[(2S)-2-aminobutyl]-3,5-dichloro-N-[(thiophen-2-yl)methyl]thieno[3,2-b]pyridin-7-amine dihydrochloride